3H-pyrrolo[2,3-c]pyridine-2-carboxamide N1=C(CC=2C1=CN=CC2)C(=O)N